1-(2-thienyl)-N-(2-thienylmethyl)methylamine hydrochloride Cl.S1C(=CC=C1)CNCC=1SC=CC1